FC1=C(C=CC(=C1)F)CN(C(=O)NCC1=CC=C(C=C1)OCC(C)C)C1CCNCC1 (1-[(2,4-difluorophenyl)methyl])-3-{[4-(2-methylpropyloxy)phenyl]Methyl}-1-(piperidin-4-yl)urea